CN(C(=O)C1NCC2(C1)CCN(CC2)C=2C1=C(N=C(N2)C2=CC=NC=C2)C=NC=C1)C N,N-dimethyl-8-(2-(pyridin-4-yl)pyrido[3,4-d]pyrimidin-4-yl)-2,8-diazaspiro[4.5]decane-3-carboxamide